zirconium monosilicate [Si]([O-])([O-])([O-])[O-].[Zr+4]